BrC1=C(C=CC=C1)/C=C/CCCO[Si](C)(C)C(C)(C)C (E)-((5-(2-bromophenyl)pent-4-en-1-yl)oxy)(tert-butyl)dimethylsilane